1-Ethyl 6-(N-(6-(8-(benzo[d]thiazol-2-ylcarbamoyl)-3,4-dihydroisoquinolin-2(1H)-yl)picolinoyl)sulfamoyl)hexanoate S1C(=NC2=C1C=CC=C2)NC(=O)C=2C=CC=C1CCN(CC21)C2=CC=CC(=N2)C(=O)NS(=O)(=O)CCCCCC(=O)OCC